N[C@H](C(=O)NC=1C=NN(C1)COCC[Si](C)(C)C)C1CCC(CC1)C (2S)-2-amino-2-(4-methylcyclohexyl)-N-[1-(2-trimethylsilylethoxymethyl)pyrazol-4-yl]acetamide